FC1=C(C(=CC=C1)F)[Ti+2]C1=C(C=CC=C1F)F bis(2,6-difluorophenyl)titanium (IV)